tert-Butyl 3-((3-amino-6-(2-hydroxyphenyl)pyridazin-4-yl)ethynyl)pyrrolidine-1-carboxylate NC=1N=NC(=CC1C#CC1CN(CC1)C(=O)OC(C)(C)C)C1=C(C=CC=C1)O